CCCCCCCCCCC[C@H](CC(=O)N[C@@H]1[C@H]([C@@H]([C@H](O[C@@H]1OP(=O)([O-])[O-])CO[C@H]2[C@@H]([C@H]([C@@H]([C@H](O2)CO[C@@]3(C[C@H]([C@H]([C@H](O3)[C@@H](CO)O)O)O[C@@]4(C[C@H]([C@H]([C@H](O4)[C@@H](CO)O)O)O[C@@]5(C[C@H]([C@H]([C@H](O5)[C@@H](CO)O)O)O[C@@]6(C[C@H]([C@H]([C@H](O6)[C@@H](CO)O)O)O)C(=O)[O-])C(=O)[O-])C(=O)[O-])C(=O)[O-])OP(=O)([O-])[O-])OC(=O)C[C@@H](CCCCCCCCCCC)O)NC(=O)C[C@@H](CCCCCCCCCCC)O)O)OC(=O)C[C@@H](CCCCCCCCCCC)O)O The molecule is (KDO)4-lipid IVA deprotonated at both phosphono groups and at the uronic acid carboxy groups. It is the major species at pH 7.3. It is a conjugate base of a (KDO)4-lipid IVA.